COC(C1=C(C(=C(C=C1)Br)O)F)=O 4-Bromo-2-fluoro-3-hydroxybenzoic acid methyl ester